[Si](C)(C)(C(C)(C)C)O\C(\C(C(=O)OCC)=[N+]=[N-])=C/C ethyl rac-(Z)-3-[tert-butyl(dimethyl)silyl]oxy-2-diazo-pent-3-enoate